COC(C(C(C1=CC(=C(C=C1)C)CN1C[C@H](OC2=CC=3C=CC=NC3C=C2C1)CC)C1=C(C2=C(N(N=N2)C)C=C1)C)(C)C)=O 3-(1,4-dimethyl-1H-benzo[d][1,2,3]triazol-5-yl)-3-(3-(((R)-2-ethyl-2,3-dihydro-[1,4]oxazepino[7,6-g]quinolin-4(5H)-yl)methyl)-4-methylphenyl)-2,2-dimethylpropanoic acid methyl ester